FC1(CN(C1)C1=CC=C(C=C1)[C@H](CO)NC(=O)NC=1N=C(SC1)C#C)F (R)-1-(1-(4-(3,3-difluoroazetidin-1-yl)phenyl)-2-hydroxyethyl)-3-(2-ethynyl-thiazol-4-yl)urea